ClC1=C(C=C2C=C(N=CC2=C1)NC(=O)[C@H]1CC12CC(C2)OCC)N2CCN(CC2)[C@@]2(COC[C@@H]2F)C (1S,2S)-N-[7-chloro-6-[4-((3R,4R)-4-fluoro-3-methyl-tetrahydrofuran-3-yl)piperazin-1-yl]-3-isoquinolinyl]-5-ethoxy-spiro[2.3]hexane-2-carboxamide